3-[5-(bromomethyl)-2-thienyl]-5-(trifluoromethyl)-1,2,4-oxadiazole BrCC1=CC=C(S1)C1=NOC(=N1)C(F)(F)F